C(C=CC=CC=CC)(=O)O 2,4,6-octatrienic acid